2-(((2,2-dimethyl-2,3-dihydrobenzofuran-7-yl)oxy)methyl)-5-phenyl-1,3,4-oxadiazole CC1(OC2=C(C1)C=CC=C2OCC=2OC(=NN2)C2=CC=CC=C2)C